CN(S(=O)(=O)C1=CC=C(C=C1)S(=O)(=O)NC1=C(C=CC=C1)N1CCC(CC1)(C(=O)OC)C)C methyl 1-(2-((4-(N,N-dimethylaminosulfonyl) phenyl) sulfonylamino) phenyl)-4-methylpiperidine-4-carboxylate